FC(C1=CC=C(C=N1)OC1=NC=NC=C1C1CCN(CC1)C(C=C)=O)(F)F 1-(4-(4-((6-(trifluoromethyl)pyridin-3-yl)oxy)pyrimidin-5-yl)piperidin-1-yl)prop-2-en-1-one